BrC=1C(=C2C(=NC1)NC(=N2)C2=C(C=C(C=C2)N2CCN(CC2)CCOC)F)NC2CCN(CC2)CCC#N 3-{4-[(6-Bromo-2-{2-fluoro-4-[4-(2-methoxyethyl)piperazin-1-yl]phenyl}-3H-imidazo[4,5-b]pyridin-7-yl)amino]piperidin-1-yl}propanenitrile